O1C(=CC=C1)CNC1=NC=C(C=2N1C=NN2)C2=CC=C(C=C2)N2CCN(CC2)CCCCOCC(=O)OC(C)(C)C tert-butyl 2-(4-(4-(4-(5-((furan-2-ylmethyl)amino)-[1,2,4]triazolo[4,3-c]pyrimidin-8-yl)phenyl)piperazin-1-yl)butoxy)acetate